5-[5-(difluoromethyl)-4H-1,2,4-triazol-3-yl]-4-fluoro-2-methylaniline FC(C=1NC(=NN1)C=1C(=CC(=C(N)C1)C)F)F